(1S,3R,4S,5S)-3-((5-chloro-4-(4-fluoro-2-(2-hydroxypropan-2-yl)-1-isopropyl-1H-benzo[d]imidazol-6-yl)pyrimidin-2-yl)amino)-8-(isopropylsulfonyl)-6-oxa-8-azabicyclo[3.2.1]octan-4-ol ClC=1C(=NC(=NC1)N[C@@H]1C[C@H]2CO[C@@H]([C@H]1O)N2S(=O)(=O)C(C)C)C=2C=C(C1=C(N(C(=N1)C(C)(C)O)C(C)C)C2)F